2-{[(5-indanyl)methyl]amino}-2,5,5-trimethylhexanoic acid C1CCC2=CC(=CC=C12)CNC(C(=O)O)(CCC(C)(C)C)C